N-(3-(4-fluoro-4-(pyridin-2-ylmethyl)piperidin-1-yl)propyl)-4-(3-(4-methoxyphenyl)-1,2,4-oxadiazol-5-yl)piperazine-1-carboxamide formate C(=O)O.FC1(CCN(CC1)CCCNC(=O)N1CCN(CC1)C1=NC(=NO1)C1=CC=C(C=C1)OC)CC1=NC=CC=C1